(S)-7-bromo-6-((tetrahydrofuran-3-yl)oxy)quinazolin-4(3H)-one BrC1=C(C=C2C(NC=NC2=C1)=O)O[C@@H]1COCC1